[I-].C(CC)N1C(N(C=C1)C)C 1-propyl-2,3-dimethylimidazole iodide